3-(3-(4-methoxyphenyl)-4-thiazolinonyl)-N-(4-Boc-piperazinobutyl)benzamide COC1=CC=C(C=C1)N1C(SC=C1C=1C=C(C(=O)NCCCCN2CCN(CC2)C(=O)OC(C)(C)C)C=CC1)=O